BrC=1C=C(C=C(C1)Cl)C1=NC(=NC(=C1)C1=CC=CC=C1)C1=CC=CC=C1 4-(3-bromo-5-chlorophenyl)-2,6-diphenylpyrimidine